C(C1=CC=CC=C1)N1C[C@H]2CC([C@@H](C1)N2C(=O)OC(C)(C)C)(O)C(F)F tert-butyl (1R,5R)-3-benzyl-6-(difluoromethyl)-6-hydroxy-3,8-diazabicyclo[3.2.1]octane-8-carboxylate